3-((4-chloro-2-nitrobenzyl)amino)-1H-pyrrole-2-carboxylic acid ethyl ester C(C)OC(=O)C=1NC=CC1NCC1=C(C=C(C=C1)Cl)[N+](=O)[O-]